BrC1=CC=C(\C=C\2/C(OC3=C(C2=O)C=C(C=C3)Cl)C3=CC=C(C=C3)Br)C=C1 (E)-3-(4-bromobenzylidene)-6-chloro-2-(4-bromophenyl)-2,3-dihydro-4H-1-benzopyran-4-one